C1(CCCCC1)C1=CC=C(C=C1)C1=CCCNC1 5-(4-cyclohexylphenyl)-1,2,3,6-tetrahydropyridine